N[C@@H](C)C(=O)N alanineamide